N-((1S)-1-(hydroxymethyl)butyl)pyridine-3-carboxamide OC[C@H](CCC)NC(=O)C=1C=NC=CC1